1,1-dichloro-pinacolone ClC(C(C(C)(C)C)=O)Cl